ClC1=C(C(=C(N=N1)OC1=C(C(=CC=C1)Cl)F)C(=O)NCC(F)(F)C1=C(C=C(C=C1)C)C)C 6-chloro-3-(3-chloro-2-fluoro-phenoxy)-N-[2-(2,4-dimethylphenyl)-2,2-difluoro-ethyl]-5-meth-yl-pyridazine-4-carboxamide